N-(piperidin-4-yl)-N-(propan-2-yl)-2-[1-(pyrazin-2-yl)-1H-pyrazol-4-yl]-1,3-thiazole-4-carboxamide N1CCC(CC1)N(C(=O)C=1N=C(SC1)C=1C=NN(C1)C1=NC=CN=C1)C(C)C